5,8-diazaspiro[3.5]nonan-7-one C1CCC12NCC(NC2)=O